O=C1NC(CCC1N1C(C2=CC=C(C=C2C1=O)N1CC(CC1)CN1CCC(CC1)C1=C(C=C(C=C1)NC1=NC(=NC=C1C(=O)N)N1CCCCC1)F)=O)=O 4-((4-(1-((1-(2-(2,6-dioxopiperidin-3-yl)-1,3-dioxoisoindolin-5-yl)pyrrolidin-3-yl)methyl)piperidin-4-yl)-3-fluorophenyl)amino)-2-(piperidin-1-yl)pyrimidine-5-carboxamide